Methyl (1s,3s)-3-((6-(5-methyl-1,2,4-oxadiazol-3-yl)quinazolin-4-yl)amino)cyclobutane-1-carboxylate CC1=NC(=NO1)C=1C=C2C(=NC=NC2=CC1)NC1CC(C1)C(=O)OC